ClC=1C=C2C(=NC(=NC2=C(C1C1=CC(=CC2=CC=CC=C12)O)F)N1CC(C1)N(C)C)NCCO (R or S)-4-(6-chloro-2-(3-(dimethylamino)azetidin-1-yl)-8-fluoro-4-((2-hydroxyethyl)amino)-quinazolin-7-yl)naphthalen-2-ol